C1(CC1)N(C=1N=CC(=NC1)C1=CC(=C(C=C1O)C1=CC(N(C=N1)C)=O)F)[C@H]1[C@H]([C@@H]2CC[C@H](C1)N2)F 6-(4-(5-(cyclopropyl((1S,2S,3R,5R)-2-fluoro-8-azabicyclo[3.2.1]octan-3-yl)amino)pyrazin-2-yl)-2-fluoro-5-hydroxyphenyl)-3-methylpyrimidin-4(3H)-one